N-styryl-acetamide C(=CC1=CC=CC=C1)NC(C)=O